1-[5-fluoro-2-[4-[(3S)-3-pyrazin-2-ylisoxazolidine-2-carbonyl]-1-piperidyl]pyrimidin-4-yl]pyrrolidin-2-one FC=1C(=NC(=NC1)N1CCC(CC1)C(=O)N1OCC[C@H]1C1=NC=CN=C1)N1C(CCC1)=O